4-bromo-2-(4-(3-butene-1-yl)piperidin-1-yl)-N-(2-(4,4-difluoro-3-methylenepiperidin-1-yl)-6-methylpyrimidin-4-yl)benzamide BrC1=CC(=C(C(=O)NC2=NC(=NC(=C2)C)N2CC(C(CC2)(F)F)=C)C=C1)N1CCC(CC1)CCC=C